8-(3-(1-(2-fluorobenzyl)piperidin-3-yl)-5-oxo-4,5-dihydro-1H-1,2,4-triazol-1-yl)quinolin-2(1H)-one FC1=C(CN2CC(CCC2)C2=NN(C(N2)=O)C=2C=CC=C3C=CC(NC23)=O)C=CC=C1